COCCN1C=CN2N=C(C=C21)C(=O)O 1-(2-methoxyethyl)-1H-imidazo[1,2-b]pyrazole-6-carboxylic acid